(R)-2-(2-(3,6-dihydro-2H-pyran-4-yl)-5-methyl-6-(3-methylpiperazin-1-yl)-7-oxo-[1,2,4]triazolo[1,5-a]pyrimidin-4(7H)-yl)-N-(4-(trifluoromethyl)phenyl)acetamide O1CCC(=CC1)C1=NN2C(N(C(=C(C2=O)N2C[C@H](NCC2)C)C)CC(=O)NC2=CC=C(C=C2)C(F)(F)F)=N1